O[C@@H](CC)[C@@H]1[C@@H]2CC[C@H](CN1C(=O)OCC1=CC=CC=C1)N2C(=O)OC(C)(C)C 3-benzyl 8-(tert-butyl) (1S,2S,5R)-2-((S)-1-hydroxypropyl)-3,8-diazabicyclo[3.2.1]octane-3,8-dicarboxylate